octadeca-9-enyl acetoacetate C(CC(=O)C)(=O)OCCCCCCCCC=CCCCCCCCC